(racemic)-4-(3-chloro-4-(9-(3-chlorobenzyl)-6-(1-cyanocyclopropoxy)-9H-purin-8-yl)phenoxy)-2-methylbutanoic acid ClC=1C=C(OCC[C@H](C(=O)O)C)C=CC1C=1N(C2=NC=NC(=C2N1)OC1(CC1)C#N)CC1=CC(=CC=C1)Cl |r|